4-[(3,5-dichloro-2-pyridyl)oxy]-N-(2-methoxyethyl)-2'-oxo-spiro[cyclohexane-1,3'-indoline]-5'-carboxamide ClC=1C(=NC=C(C1)Cl)OC1CCC2(C(NC3=CC=C(C=C23)C(=O)NCCOC)=O)CC1